NC1=C2C(=NC=N1)N(N=C2C2=CC=C(C=C2)OC2=CC=CC=C2)[C@H]2CN(CCC2)C(CCCCCSC=2C(=C1C(N(C(C1=CC2)=O)C2C(NC(CC2)=O)=O)=O)F)=O 5-((6-((R)-3-(4-amino-3-(4-phenoxyphenyl)-1H-pyrazolo[3,4-d]pyrimidin-1-yl)piperidine-1-yl)-6-oxohexyl)thio)-2-(2,6-dioxopiperidin-3-yl)-4-fluoroisoindoline-1,3-dione